C(C)C1=C(C=C2CCNCC2=C1)NC1=NC=C(C(=N1)C1=CC=2S(CCOC3(C2S1)CC3)(=O)=O)C(F)(F)F 7'-(2-((7-ethyl-1,2,3,4-tetrahydroisoquinolin-6-yl)amino)-5-(trifluoromethyl)pyrimidin-4-yl)-2',3'-dihydrospiro[cyclopropane-1,5'-thieno[3,2-e][1,4]oxathiepine] 1',1'-dioxide